γ-Amino-propylmethyldiethoxysilan NCCC[Si](OCC)(OCC)C